FC=1C=C(C=NC1)CN1N=C(C=CC1=O)C(NO)=N 1-((5-Fluoropyridin-3-yl)methyl)-N-hydroxy-6-oxo-1,6-dihydropyridazine-3-carboximidamide